N-(3-fluoro-4-(4-((5-(oxetan-3-yl)pyridin-2-yl)amino)-5-oxo-5,6-dihydro-1,6-naphthyridin-2-yl)phenyl)cyclohexanecarboxamide FC=1C=C(C=CC1C1=NC=2C=CNC(C2C(=C1)NC1=NC=C(C=C1)C1COC1)=O)NC(=O)C1CCCCC1